benzyl (1-(2-(4-fluorophenyl)-6-(3,3,3-trifluoroprop-1-en-2-yl)pyridin-4-yl)cyclopropyl)carbamate FC1=CC=C(C=C1)C1=NC(=CC(=C1)C1(CC1)NC(OCC1=CC=CC=C1)=O)C(=C)C(F)(F)F